O1C(=CC=C1CCCCCC=O)CCCCCC=O 2,5-furandihexaneAldehyde